4-(4-methylpiperazin-1-yl)phenylamin CN1CCN(CC1)C1=CC=C(C=C1)N